(2S)-1-(cyclopropylcarbamoyl)-2-[(2S)-2-{[(9H-fluoren-9-ylmethoxy)carbonyl]amino}pentanamido]-3-[(3S)-2-oxopyrrolidin-3-yl]propyl acetate C(C)(=O)OC([C@H](C[C@H]1C(NCC1)=O)NC([C@H](CCC)NC(=O)OCC1C2=CC=CC=C2C=2C=CC=CC12)=O)C(NC1CC1)=O